C1(CC1)C1=NC=NC(=C1C=1N=C(C2=C(N1)C=CO2)NCC=2C=C1CCN(C(C1=CC2)=O)C)OC 6-(((2-(4-Cyclopropyl-6-methoxypyrimidin-5-yl)furo[3,2-d]pyrimidin-4-yl)amino)methyl)-2-methyl-3,4-dihydroisoquinolin-1(2H)-one